NCC(\C=C\C)O (3E)-1-amino-3-penten-2-ol